1-chloromethyl-4-fluoro-1,4-diazoniabicyclo[2.2.2]octane bis(tetrafluoroboric acid) salt F[B-](F)(F)F.[H+].F[B-](F)(F)F.[H+].ClC[N+]12CC[N+](CC1)(CC2)F